ClC=1C=NC=C(C1[C@@H](C)OC=1C=C2C(=NNC2=CC1)C(=O)NC=1C=NN(C1)CC=1C=NC=CC1)Cl (R)-5-(1-(3,5-Dichloropyridin-4-yl)ethoxy)-N-(1-(Pyridin-3-ylmethyl)-1H-Pyrazol-4-yl)-1H-Indazol-3-Carboxamid